tert-butyl ((2S,3S,E)-5-(tert-butyldimethylsilyl)-1-hydroxy-3-methyl pent-4-en-2-yl)carbamate [Si](C)(C)(C(C)(C)C)/C=C/[C@@H]([C@@H](CO)NC(OC(C)(C)C)=O)C